3-hydroxy-6-{3-methyl-6-[(2,4-dihydroxyphenyl)carbonyl]-5-[3-isoprenyl-5,7-dihydroxy-4-oxo-2-(2,4-dihydroxyphenyl)-4H-chromen-8-yl]cyclohex-3-enyl}phenolate OC=1C=C(C(=CC1)C1CC(=CC(C1C(=O)C1=C(C=C(C=C1)O)O)C=1C(=CC(=C2C(C(=C(OC12)C1=C(C=C(C=C1)O)O)C=CC(C)=C)=O)O)O)C)[O-]